ClC1=CC(=C(COC2=CC=CC(=N2)C2=CC=C(C=3CCOC32)C(C)C3=NC2=C(N3CC3(CC3)CF)C=C(C=C2)C(=O)OC)C=C1)F methyl 2-(1-(7-(6-((4-chloro-2-fluorobenzyl)oxy)pyridin-2-yl)-2,3-dihydrobenzofuran-4-yl)ethyl)-1-((1-(fluoromethyl)cyclopropyl)methyl)-1H-benzo[d]imidazole-6-carboxylate